FC=1C=C(C=C(C1)OC)N1[C@@H](CN(C[C@H]1C)S(=O)(=O)N1C(=NC=C1)C)C (2r,6r)-1-(3-fluoro-5-methoxyphenyl)-2,6-dimethyl-4-((2-methyl-1H-imidazol-1-yl)sulfonyl)piperazine